ClC1=NC2=C(C(=C(N=C2C(=C1O)C#N)Cl)O)C#N 2,6-dichloro-3,7-dihydroxy-4,8-dicyano-1,5-naphthyridine